IC1=CC=NC2=C1OCC1N2CCS(C1)(=O)=O 4-iodo-6a,7,9,10-tetrahydro-6H-pyrido[3,2-b][1,4]thiazino[4,3-d][1,4]oxazine 8,8-dioxide